OCCCCCCCCCCCC=1C=C2C=NN(C(C2=CC1)=O)C1C(NC(CC1)=O)=O 3-(6-(11-hydroxyundecyl)-1-oxophthalazine-2(1H)-yl)piperidine-2,6-dione